3-(dimethylamino)-2-fluoroprop-2-en-1-one CN(C=C(C=O)F)C